COC1=CC=C(CN2N=CC=C2C=O)C=C1 (1-(4-methoxybenzyl)-1H-pyrazol-5-yl)methanone